FC1=C(C(=CC=C1)C)[C@H]1CC[C@H](CC1)C1=CC=2C(=NC(=CN2)C)N(C1=O)CC1=NC=CN=C1C(F)(F)F 7-(cis-4-(2-Fluoro-6-methylphenyl)cyclohexyl)-3-methyl-5-((3-(trifluoromethyl)pyrazin-2-yl)methyl)pyrido[2,3-b]pyrazin-6(5H)-one